ClCC(=O)N1C2=C(OC[C@@H]1C)N=C(C(=C2)CC2=CC=C(C=C2)F)N(C(OC(C)(C)C)=O)S(=O)(=O)C2CC2 tert-butyl (S)-(1-(2-chloroacetyl)-7-(4-fluorobenzyl)-2-methyl-2,3-dihydro-1H-pyrido[2,3-b][1,4]oxazin-6-yl)(cyclopropylsulfonyl)carbamate